3-methacryloyloxypropylmethyldimethoxysilane C(C(=C)C)(=O)OCCC[Si](OC)(OC)C